C1(CC1)C=1C(=CC=2N(N1)C(=CN2)C2=CC=C(C(=N2)N[C@H]2CN(CCC2)C(=O)OC(C)(C)C)C#C[Si](C(C)C)(C(C)C)C(C)C)OC tert-butyl (3R)-3-[[6-(6-cyclopropyl-7-methoxy-imidazo[1,2-b]pyridazin-3-yl)-3-(2-triisopropylsilylethynyl)-2-pyridyl]amino]piperidine-1-carboxylate